N-((S)-2-((R)-2,2-Difluorocyclopropyl)-4-methyl-5-oxo-5,6,7,8-tetrahydro-4H-pyrazolo[1,5-a][1,3]diazepin-6-yl)-1-(4-fluorobenzyl)-1H-1,2,4-triazol-3-carboxamid FC1([C@H](C1)C1=NN2C(N(C([C@H](CC2)NC(=O)C2=NN(C=N2)CC2=CC=C(C=C2)F)=O)C)=C1)F